FC=1C=C(C(=C(N)C1)OC)C1=NC=C(N=C1)C(C)C 5-fluoro-2-methoxy-3-(5-isopropylpyrazin-2-yl)aniline